(3S,4R)-1-(4-(8-((2R,3S)-3-(ethylsulfonylmethyl)-2-methylazetidin-1-yl)-5-isopropyl-2,6-naphthyridin-3-ylamino)pyrimidin-2-yl)-3-fluoro-4-methylpiperidin-4-ol C(C)S(=O)(=O)C[C@@H]1[C@H](N(C1)C=1C=NC(=C2C=C(N=CC12)NC1=NC(=NC=C1)N1C[C@@H]([C@@](CC1)(O)C)F)C(C)C)C